2-([amino(imino)methyl]amino)-ethane NC(=N)NCC